2-(2-(pyridin-2-yl)-6,7-dihydrothiazolo[5,4-c]pyridin-5(4H)-yl)-6,7-dihydroxythieno[3,2-d]pyrimidine 5-oxide N1=C(C=CC=C1)C=1SC=2CN(CCC2N1)C=1N=CC2=C(N1)C(=C(S2=O)O)O